BrCCCCCCCNC12CC3CC(CC(C1)C3)C2 N-(7-bromoheptyl)adamantan-1-amine